[I-].[Cr+2].[Br-].[Cr+3] chromium (III) bromide chromium (II) iodide